4-(4-fluoro-6-hydroxy-5-methoxy-isoindolin-2-yl)-4-oxo-butanoic acid ethyl ester C(C)OC(CCC(=O)N1CC2=CC(=C(C(=C2C1)F)OC)O)=O